1-cyclopropyl-3-(2-methylthio-4-trifluoromethylphenyl)propane-1,3-dione C1(CC1)C(CC(=O)C1=C(C=C(C=C1)C(F)(F)F)SC)=O